COC(C(C)(C)C1CCN(CC1)C1=NC(=CC=C1)Cl)=O.OCC1=CN(C2=CC=C(C=C12)C(C(=O)N)=C)C1=CC=C(C=C1)C(F)(F)F (3-(hydroxymethyl)-1-(4-(trifluoromethyl)phenyl)-1H-indol-5-yl)propenamide methyl-2-(1-(6-chloropyridin-2-yl)piperidin-4-yl)-2-methylpropionate